N-(3-Cyano-4-fluoro-1H-indol-7-yl)-1-[(1S)-1-(fluoromethyl)-2-hydroxy-ethyl]pyrazol-4-sulfonamid C(#N)C1=CNC2=C(C=CC(=C12)F)NS(=O)(=O)C=1C=NN(C1)[C@@H](CO)CF